ClC1=C(NC2=NOC3=C2C=CC(=C3)C(OC)OC)C=CC=C1C1=CC3=C(OCCO3)C=C1 3-(2-chloro-3-(1,4-benzodioxan-6-yl)anilino)-6-dimethoxymethylbenzisoxazole